(1S,2S,5R)-1-hydroxy-N-(((1RS)-hydroxy-2,3-dihydro-1H-inden-1-yl)methyl)-2-isopropyl-5-methylcyclohexane-1-carboxamide O[C@@]1([C@@H](CC[C@H](C1)C)C(C)C)C(=O)NC[C@]1(CCC2=CC=CC=C12)O |&1:15|